COC=1C(=NC=CC1)N1[C@H](COCC1)C (S)-4-(3-methoxypyridin-2-yl)-3-methylmorpholine